tert-butyl (3aR,4R,6aR)-4-methyl-1-(5-(pyridin-4-yl)oxazole-2-carbonyl)hexahydropyrrolo[3,4-b]pyrrole-5(1H)-carboxylate C[C@H]1N(C[C@@H]2N(CC[C@@H]21)C(=O)C=2OC(=CN2)C2=CC=NC=C2)C(=O)OC(C)(C)C